OC1(CCN(CC12CCCC2)C(=O)N2[C@@H](CN(CC2)C(=O)OC(C)(C)C)C2=CC=CC=C2)CN2C=NC1=C(C2=O)C=NN1C tert-butyl (3R)-4-(10-hydroxy-10-((1-methyl-4-oxo-1,4-dihydro-5H-pyrazolo[3,4-d]pyrimidin-5-yl)methyl)-7-azaspiro[4.5]decane-7-carbonyl)-3-phenylpiperazine-1-carboxylate